2-methylthio-6-methyl-1,4-naphthalenediol CSC1=C(C2=CC=C(C=C2C(=C1)O)C)O